CN1C=NC(=C1)C1=C(NCC2=CC=C(C=C2)C(F)(F)F)C=CC(=C1)S(=O)(=O)C 2-(1-methylimidazol-4-yl)-4-methylsulfonyl-N-[[4-(trifluoromethyl)phenyl]methyl]aniline